5-(6-(trifluoromethyl)pyridazin-3-yl)oxazole FC(C1=CC=C(N=N1)C1=CN=CO1)(F)F